(7-{[(3S)-3-{[(3R)-3-fluoropyrrolidin-1-yl]methyl}-3,4-dihydro-1H-isoquinolin-2-yl]carbonyl}-1,2,3,4-tetrahydroisoquinolin-6-yl)-1,2-dimethylpyrrole-3-carboxylic acid F[C@H]1CN(CC1)C[C@H]1N(CC2=CC=CC=C2C1)C(=O)C1=C(C=C2CCNCC2=C1)C=1C(=C(N(C1)C)C)C(=O)O